(S)-8-(6-chloro-2-((1-((S) or (R)-2,2-difluorocyclopropyl)-5-methyl-1H-pyrazol-4-yl)amino)quinazolin-7-yl)-2-oxa-8-azaspiro[4.5]decan-4-ol ClC=1C=C2C=NC(=NC2=CC1N1CCC2([C@@H](COC2)O)CC1)NC=1C=NN(C1C)[C@@H]1C(C1)(F)F |o1:29|